ClC1=NC=NC(=C1)C 4-chloro-6-methyl-pyrimidine